3-[{2-Fluoro-3-[5-(tetrahydro-pyran-4-yl)-[1,2,4]oxadiazol-3-yl]-phenyl}-hydroxy-(4-isopropyl-phenyl)-methyl]-3-methyl-azetidine-1-carboxylic acid tert-butyl ester C(C)(C)(C)OC(=O)N1CC(C1)(C)C(C1=CC=C(C=C1)C(C)C)(O)C1=C(C(=CC=C1)C1=NOC(=N1)C1CCOCC1)F